Nickel-molybdenum-lanthanum [La].[Mo].[Ni]